4-(4-(4-ethylpiperazin-1-yl)phenylamino)-2-(thiophen-3-yl)pyrimido[4,5-d]pyridazin-5(6H)-one hydrochloride Cl.C(C)N1CCN(CC1)C1=CC=C(C=C1)NC1=NC(=NC=2C=NNC(C21)=O)C2=CSC=C2